FC1=CC=C(C=C1)C(N1[C@@H](CN([C@H](C1)C)C1=C2N=CN(C2=NC(=N1)Cl)C)CC#N)C1=CC=C(C=C1)F 2-((2R,5S)-1-(bis(4-fluorophenyl)methyl)-4-(2-chloro-9-methyl-9H-purin-6-yl)-5-methylpiperazin-2-yl)acetonitrile